C(COPOCCCOCCCCCCCCCCCCCCCCCC)[NH3+] 3,5,9-Trioxa-4-phosphaheptacosan-1-aminium